(S)-4-((1-cyclopropyl-2,2-difluoro-3-hydroxypropyl)amino)-1-methyl-6-nitroquinoline C1(CC1)[C@@H](C(CO)(F)F)NC1=CCN(C2=CC=C(C=C12)[N+](=O)[O-])C